5-phenoxymethyl-2-oxazolidinone O(C1=CC=CC=C1)CC1CNC(O1)=O